CNC(=O)C=1C=CC2=C(N(C(=N2)C2=CC(=C(C(=C2)OC)OC)OC)C2CC(CC2)C(NC)=O)C1 N-methyl-1-(3-(methylcarbamoyl)cyclopentyl)-2-(3,4,5-trimethoxyphenyl)-1H-benzo[d]imidazole-6-carboxamide